FC=1C=C2CC(N=CC2=CC1)CC1=CC=C(C=C1)F 6-fluoro-3-(4-fluorobenzyl)-3,4-dihydroisoquinolin